C(C)OC1=CC=C(C=C1)C=1C=C2CC(C(C2=CC1OC)NC(O[C@@H]1CN2CCC1CC2)=O)(C)C (S)-quinuclidin-3-yl (5-(4-ethoxyphenyl)-6-methoxy-2,2-dimethyl-2,3-dihydro-1H-inden-1-yl)carbamat